C1(CCCCCCCCCCC1)O Cyclododecanol